CC1C(=CNC=C1C=O)C=O The molecule is a dialdehyde in which the two carbaldehyde functions are at positions 3 and 5 of 4-methyl-1,4-dihydropyridine. Although the compound is an entity in its own right, the nitrogen of the dihydropyridine ring may also arise from the epsilon-amino group of a lysine residue within a protein [MDHDC-protein adduct; malonaldedehyde (synonym malondialdehyde) acetaldehyde (MAA)-protein adduct]. It has a role as an epitope. It is a dialdehyde and a dihydropyridine.